FC=1C=C2C(=NC1O[C@H]([C@@H](C)N(C(O)=O)C=1C=NC(=CC1)C(C)=O)C)SC(=N2)C2=C1N=CC(=NC1=CC(=C2)C)OC.CC(=O)C methyl ketone (2R,3S)-3-((6-fluoro-2-(2-methoxy-7-methylquinoxalin-5-yl)thiazolo[5,4-b]pyridin-5-yl)oxy)butan-2-yl-(6-acetylpyridin-3-yl)carbamate